FC(CN1C(=NC2=NC=C(C=C21)C2=CNC=1N=C(N=CC12)NC1CCC(CC1)(O)CC)C)F (1s,4s)-4-((5-(1-(2,2-difluoroethyl)-2-methyl-1H-imidazo[4,5-b]pyridin-6-yl)-7H-pyrrolo[2,3-d]pyrimidin-2-yl)amino)-1-ethylcyclohexan-1-ol